ClC1=NC=C(C(=C1)C1=C(C=NC(=C1)C)C(=O)NC=1SC2=C(C=NC(=C2)C2=CC[C@H](CC2)O)N1)OC (S)-2'-chloro-N-(6-(4-hydroxycyclohex-1-en-1-yl)thiazolo[4,5-c]pyridin-2-yl)-5'-methoxy-6-methyl-[4,4'-bipyridine]-3-carboxamide